3-bromo-1-(3-chloro-2-pyridyl)-1H-pyrazole-5-carboxylic acid bromide BrC1=NN(C(=C1)C(=O)Br)C1=NC=CC=C1Cl